(R)-N-(1-(3-Amino-5-(trifluoromethyl)phenyl)ethyl)-6-(2-methoxyethoxy)-2-methyl-7-(azetidin-3-yloxy)quinazolin-4-amine NC=1C=C(C=C(C1)C(F)(F)F)[C@@H](C)NC1=NC(=NC2=CC(=C(C=C12)OCCOC)OC1CNC1)C